bis(triethoxyphenyl)octane C(C)OC1=C(C(=C(C=C1)C(CCCCCCC)C1=C(C(=C(C=C1)OCC)OCC)OCC)OCC)OCC